FC=1C=C(C=CC1F)N1C(CCCC12CCN(CC2)C2=NC=CC(=N2)OCCC)=O 1-(3,4-difluorophenyl)-9-(4-propoxypyrimidin-2-yl)-1,9-diazaspiro[5.5]undecan-2-one